CC1=C(OC2=C(C=C(C=C2C1=O)C)[C@@H](C)NC=1C(=NC=CC1)C(=O)NCC1OCCC1)C1=CC=CC=C1 3-[[(1R)-1-(3,6-Dimethyl-4-oxo-2-phenyl-chromen-8-yl)ethyl]amino]-N-(tetrahydrofuran-2-ylmethyl)pyridine-2-carboxamide